6-{5-[(5-hydroxypyridin-2-yl)methoxy]-1,3-benzooxazol-2-yl}-2-methyl-2,3-dihydropyridazin-3-one OC=1C=CC(=NC1)COC=1C=CC2=C(N=C(O2)C=2C=CC(N(N2)C)=O)C1